FC1=CC=C(C=C1)CN(C(C(=O)OCC)=O)CC1=NC=CC=C1C Ethyl 2-[(4-fluorophenyl)methyl-[(3-methyl-2-pyridyl)methyl]amino]-2-oxo-acetate